[Mg].O(Cl)Cl.[Zr] zirconium oxychloride-magnesium salt